FC1=CC=C(C=C1)N1C(N2N(CC=C3C2C=2C=CC(=CC2OC3(C)C)N3CCN(CC3)C)C1=O)=O 2-(4-fluorophenyl)-7,7-dimethyl-10-(4-methylpiperazin-1-yl)-5,12b-dihydro-1H,7H-chromeno[4,3-c][1,2,4]triazolo[1,2-a]pyridazin-1,3(2H)-dione